5-(4-((4-Fluorobenzyl)oxy)benzyl)pyrimidine-2,4,6(1H,3H,5H)-trione FC1=CC=C(COC2=CC=C(CC3C(NC(NC3=O)=O)=O)C=C2)C=C1